bis(2,6-di-tertbutyl-4-methylphenyl)pentaerythritol diphosphite OP(O)OP(O)O.C(C)(C)(C)C1=C(C(=CC(=C1)C)C(C)(C)C)C(O)(C(CO)(CO)CO)C1=C(C=C(C=C1C(C)(C)C)C)C(C)(C)C